C(C)(C)N([C@@H](CC1=CC=CC=C1)C(=O)O)C(=O)OC(C)(C)C.FC1=C2C(=NN=C(C2=C(C(=C1F)F)F)Cl)C1=CC=2N(C3=CC=CC=C3C2C=C1)C1=CC=CC=C1 5,6,7,8-tetrafluoro-1-chloro-4-(N-phenyl-2-carbazolyl)phthalazine isopropyl-(tert-butoxycarbonyl)-L-phenylalaninate